1-(4-aminocyclohexyl)ethanol NC1CCC(CC1)C(C)O